BrC1=CC=C(C=C1)N1C(CCC1=O)CC#N 2-[1-(4-bromophenyl)-5-oxopyrrolidin-2-yl]Acetonitrile